FC=1C=C(C=CC1O)N1C=CC=2N=CN=C(C21)O 5-(3-fluoro-4-hydroxyphenyl)-5H-pyrrolo[3,2-d]pyrimidin-4-ol